CC1(CC(C=2C(C=COC2C1)C1=CC(=CC=C1)[N+](=O)[O-])=O)C 7,7-dimethyl-4-(3-nitrophenyl)-7,8-dihydro-4H-chromen-5-one